4-((1R,5S)-3,8-diazabicyclo[3.2.1]octan-3-yl)-7-(8-chloronaphthalen-1-yl)-8-fluoro-2-(((R)-1-methylpyrrolidin-3-yl)methoxy)pyrido[4,3-d]pyrimidine bis(2,2,2-trifluoroacetate) FC(C(=O)O)(F)F.FC(C(=O)O)(F)F.[C@H]12CN(C[C@H](CC1)N2)C=2C1=C(N=C(N2)OC[C@H]2CN(CC2)C)C(=C(N=C1)C1=CC=CC2=CC=CC(=C12)Cl)F